triethyleneglycol C(COCCOCCO)O